C1CC12NCCN(C2)C2=CN1C(=NC=CC1=O)S2 2-(4,7-diazaspiro[2.5]octan-7-yl)-5H-thiazolo[3,2-a]pyrimidin-5-one